ClC1=CC=C2C(=N1)C1(C(N2CC(=O)OC)=O)CCC(CC1)O methyl 2-((1s,4s)-5'-chloro-4-hydroxy-2'-oxospiro[cyclohexane-1,3'-pyrrolo[3,2-b]pyridin]-1'(2'H)-yl)acetate